OC(COC1=CC(=C(C=C1)C1=NC(=NC(=N1)C1=C(C=C(C=C1)C)C)C1=C(C=C(C=C1)C)C)O)COCCCCCCCCCCCCC 2-{4-[(2-Hydroxy-3-tridecyloxypropyl)oxy]-2-hydroxyphenyl}-4,6-bis(2,4-dimethylphenyl)-1,3,5-triazine